CNCCC1=CC(O)=C(O)C=C1 N-methyl-dopamine